C(C)(=O)O[C@@H]1[C@@H]([C@H](O[C@H]1N1C2=NC(=NC=C2N(C1=O)CC1=CC=C(C=C1)Cl)N)COC(C)=O)F ((2R,3R,4S,5R)-4-acetoxy-5-(2-amino-7-(4-chlorobenzyl)-8-oxo-7,8-dihydro-9H-purin-9-yl)-3-fluorotetrahydrofuran-2-yl)methylacetat